FC1([C@@H](C1)C1=CC=CC(=N1)C(=O)NC=1C(=C(C=2N(C1)C=C(N2)C2CCNCC2)F)C(C)(C)O)F (S)-6-(2,2-Difluorocyclopropyl)-N-(8-fluoro-7-(2-hydroxypropan-2-yl)-2-(piperidin-4-yl)imidazo[1,2-a]pyridin-6-yl)pyridinecarboxamide